tert-butyl 5-bromo-2-oxospiro[indoline-3,4'-piperidine]-1'-carboxylate BrC=1C=C2C(=CC1)NC(C21CCN(CC1)C(=O)OC(C)(C)C)=O